N1N=C(N=C1)CNC1=NC=C(C2=CC=CC=C12)C(C)=O 1-(1-(((1H-1,2,4-triazol-3-yl)methyl)amino)isoquinolin-4-yl)ethan-1-one